4-(cyclopropylsulfonyl)-N-(3-propyl-3H-[1,2,3]triazolo[4,5-b]pyridin-5-yl)-2-(6-azaspiro[2.5]oct-6-yl)benzamide C1(CC1)S(=O)(=O)C1=CC(=C(C(=O)NC2=CC=C3C(=N2)N(N=N3)CCC)C=C1)N1CCC3(CC3)CC1